[Cr](=O)([O-])[O-].[Sr+2].[La+3] lanthanum strontium chromite